COC1=C(C=NC=C1)C1=CC2=C(C(=N1)C)C=NN2C2=CC(=CC(=N2)N[C@@H](C(F)(F)F)C)N2[C@@H]([C@H](C2)CS(=O)(=O)C)C 6-(6-(4-methoxypyridin-3-yl)-4-methyl-1H-pyrazolo[4,3-c]pyridin-1-yl)-4-((2R,3S)-2-methyl-3-((methylsulfonyl)methyl)azetidin-1-yl)-N-((R)-1,1,1-trifluoropropan-2-yl)pyridin-2-amine